Cl.NC(C(=O)NC1=CC=C(C=C1)C1=NC(=CN=C1)OCC)C=1N=C(SC1)NS(=O)(=O)C1CC1 2-amino-2-(2-(cyclopropanesulfonamido)thiazol-4-yl)-N-(4-(6-ethoxypyrazin-2-yl)phenyl)acetamide hydrochloride